COCCS(=O)(=O)N[C@@H]1[C@@H](N(CCC1)C(=O)OC(C)C)CC1=NC(=CC=C1)C(=C)C isopropyl cis-3-(((2-methoxyethyl)sulfonyl)amino)-2-((6-(prop-1-en-2-yl)pyridin-2-yl)methyl)piperidine-1-carboxylate